Cl.CC1(CCN(CC1)C1=CC=C(C=C1)N1C(C(C2=CC(=C(C(=C12)F)O)F)O)=O)C 1-(4-(4,4-dimethylpiperidin-1-yl)phenyl)-5,7-difluoro-3,6-dihydroxyindolin-2-one hydrochloride